Luteoline O1C(=CC(=O)C=2C(O)=CC(O)=CC12)C1=CC(O)=C(O)C=C1